(R)-10-methyl-3-(3-(2-morpholinoethoxy)-6-vinylpyridazin-4-yl)-9,10,11,12-tetrahydro-8H-[1,4]diazepino[5',6':4,5]thieno[3,2-f]quinolin-8-one C[C@H]1NC(C2=C(C=3C=4C=CC(=NC4C=CC3S2)C2=C(N=NC(=C2)C=C)OCCN2CCOCC2)NC1)=O